O=C1NC(CCC1N1C(C2=CC=C(C=C2C1=O)N1CC2(CC(C2)C(=O)O)CC1)=O)=O 6-[2-(2,6-dioxopiperidin-3-yl)-1,3-dioxoisoindol-5-yl]-6-azaspiro[3.4]octane-2-carboxylic acid